CC1([C@H](C1)C(=O)N1CC2(C1)CN(CC2C=2OC1=C(N2)C=CC(=C1)OC1=C(C=CC=C1)C1=CN=CS1)C(=O)C1=CN=CS1)C (2-((S)-2,2-dimethylcyclopropane-1-carbonyl)-8-(6-(2-(thiazol-5-yl)phenoxy)benzo[d]oxazol-2-yl)-2,6-diazaspiro[3.4]octan-6-yl)(thiazol-5-yl)methanone